3-(1,3-Dihydroisobenzofuran-4-yl)-2-iminothiazolidin-4-one C1OCC2=C(C=CC=C12)N1C(SCC1=O)=N